COC(=C(C#N)C#N)C1=CC=CC=C1 2-(methoxy(phenyl)methylene)malononitrile